3,4-dihydroxyl-N-isopropyltetrahydrofuran-2-formamide OC1C(OCC1O)C(=O)NC(C)C